(R)-N-(1-(3-(1-(2-(dimethylamino)-2-oxoethyl)-1H-pyrazol-4-yl)-5-(1-methyl-1H-pyrazol-4-yl)phenyl)ethyl)-5-(2-(dimethylamino)ethoxy)-2-methylbenzamide CN(C(CN1N=CC(=C1)C=1C=C(C=C(C1)C=1C=NN(C1)C)[C@@H](C)NC(C1=C(C=CC(=C1)OCCN(C)C)C)=O)=O)C